N1=CN=C2N=CNC2=C1N1N=CC(=C1)C=O 1-(7H-PURIN-6-YL)-1H-PYRAZOLE-4-CARBALDEHYDE